C(C)OC(CCC(=O)N1CC2=CC(=C(C=C2C1)OCCCOC=1C=C2C(=NC1OC)C=C(S2)C(CCC(=O)OCC)=O)OC)=O 4-(5-(3-((2-(4-ethoxy-4-oxobutanoyl)-5-methoxythieno[3,2-b]pyridin-6-yl)oxy)propoxy)-6-methoxyisoindolin-2-yl)-4-oxobutanoic acid ethyl ester